CC1=C(C2=C(N=N1)SC1=C2N=CN=C1N1CC(C1)NC1=C(C(=NC=C1)F)F)C N-[1-(3,4-dimethylpyrimido[4',5':4,5]thieno[2,3-c]pyridazin-8-yl)azetidin-3-yl]-2,3-difluoro-pyridin-4-amine